2-(2-hydroxy-4-iodobenzoyl)benzoic acid OC1=C(C(=O)C2=C(C(=O)O)C=CC=C2)C=CC(=C1)I